methyl 3-fluoro-5-methylpyrazolo[1,5-a]pyrimidine-2-carboxylate FC=1C(=NN2C1N=C(C=C2)C)C(=O)OC